NCC=1C=C(C=CC1)CN1CCC1 1-{[3-(aminomethyl)phenyl]methyl}azetidin